C1CC(=O)CN(C1)C(=O)OCC2=CC=CC=C2 1-N-Cbz-3-piperidone